C(C1=CC=CC=C1)N(C1(COC1)C([2H])([2H])NC1=NC(=NC2=CC=C(C=C12)C)N1CCS(C2=C(C1)C=CC=C2)(=O)=O)CC2=CC=CC=C2 4-(4-(((3-(dibenzylamino)oxetan-3-yl)methyl-d2)amino)-6-methylquinazolin-2-yl)-2,3,4,5-tetrahydrobenzo[f][1,4]thiazepin-1,1-Dioxide